[Pd].[Ti] titanium-palladium